1-(4-chloro-2-(4,4,5,5-tetramethyl-1,3,2-dioxaborolan-2-yl)phenyl)ethan-1-one ClC1=CC(=C(C=C1)C(C)=O)B1OC(C(O1)(C)C)(C)C